3-(1-(2-chloro-3-fluorophenyl)cyclopropyl)-5-(5-(difluoromethyl)-1H-pyrazol-3-yl)-1,2,4-oxadiazole ClC1=C(C=CC=C1F)C1(CC1)C1=NOC(=N1)C1=NNC(=C1)C(F)F